tert-butyl ((6-acetyl-2-methylpyridin-3-yl)methyl)carbamate C(C)(=O)C1=CC=C(C(=N1)C)CNC(OC(C)(C)C)=O